COC=1C=CC(=C(C#N)C1)OC1=C(C=CC=C1)C 5-methoxy-2-(2-methylphenoxy)benzonitrile